6-(1-methyl-2,5-dihydro-1H-pyrrol-3-yl)pyrazolo[1,5-a]pyridine CN1CC(=CC1)C=1C=CC=2N(C1)N=CC2